ClCC1=NC2=C(N1CC1COCC1)C=C(C=C2F)C(=O)OC Methyl 2-(chloromethyl)-4-fluoro-1-((tetrahydrofuran-3-yl)methyl)-1H-benzo[d]imidazole-6-carboxylate